5-(((2-(4-(1,2-bis(4-hydroxyphenyl)but-1-en-1-yl)phenoxy)ethyl)(methyl)amino)methyl)-4-Bromo-2-(2,6-dioxopiperidin-3-yl)isoindoline-1,3-dione OC1=CC=C(C=C1)C(=C(CC)C1=CC=C(C=C1)O)C1=CC=C(OCCN(C)CC=2C(=C3C(N(C(C3=CC2)=O)C2C(NC(CC2)=O)=O)=O)Br)C=C1